ClC=1C=C(C=CC1)C1C(CN(CC1)C(=O)C=1C=2N(C=CC1)C=NC2)NC(=O)C=2NC=CN2 N-(4-(3-chlorophenyl)-1-(imidazo[1,5-a]pyridine-8-carbonyl)piperidin-3-yl)-1H-imidazole-2-carboxamide